Octadecyl (S)-3-(7,8-dimethoxy-4-oxobenzo[4,5]thieno[3,2-d]pyrimidin-3(4H)-yl)-2-methylpropanoate COC1=CC2=C(C=3N=CN(C(C3S2)=O)C[C@@H](C(=O)OCCCCCCCCCCCCCCCCCC)C)C=C1OC